N-(tert-butyl)anilinesulfinylchloride C(C)(C)(C)N(C1=CC=CC=C1)S(=O)Cl